O[C@]1(CCN(CC12CCCC2)C(=O)N2C(CN(CC2)C(=O)OC(C)(C)C)C2=CC=C(C=C2)C(F)(F)F)CN2C=NC(=CC2=O)C2=CC=CC=C2 tert-Butyl 4-((S)-10-hydroxy-10-((6-oxo-4-phenylpyrimidin-1(6H)-yl)methyl)-7-azaspiro[4.5]decane-7-carbonyl)-3-(4-(trifluoromethyl)phenyl)piperazine-1-carboxylate